4-(2-(4-Chloro-2-fluorophenyl)-3-fluoro-2H-chromen-8-yl)piperidine ClC1=CC(=C(C=C1)C1OC2=C(C=CC=C2C=C1F)C1CCNCC1)F